ClC=1C(=NC=CC1C1=CC=CC2=C1NC(=NS2(=O)=O)NCC(F)F)F 5-(3-chloro-2-fluoropyridin-4-yl)-3-((2,2-difluoroethyl)amino)-4H-benzo[e][1,2,4]thiadiazine 1,1-dioxide